(Z)-2-(pyridin-4-ylethynyl)thiazole-4-carbaldehyde oxime N1=CC=C(C=C1)C#CC=1SC=C(N1)\C=N/O